hexagalloyl-fucitol C(C1=CC(O)=C(O)C(O)=C1)(=O)[C@]([C@]([C@]([C@@](C(O)(C(C1=CC(O)=C(O)C(O)=C1)=O)C(C1=CC(O)=C(O)C(O)=C1)=O)(O)C(C1=CC(O)=C(O)C(O)=C1)=O)(O)C(C1=CC(O)=C(O)C(O)=C1)=O)(O)C(C1=CC(O)=C(O)C(O)=C1)=O)(O)C